ClC1=C(C=C(C=C1)F)C1(NC(C=2C=3C(=NN(C3C=C(C21)NC(C2=CC(=CC(=C2)F)C(F)(F)F)=O)CC(F)F)C)=O)O N-[6-(2-chloro-5-fluorophenyl)-3-(2,2-difluoroethyl)-6-hydroxy-1-methyl-8-oxo-7,8-dihydro-6H-pyrrolo[4,3-e]indazol-5-yl]-5-fluoro-3-(trifluoromethyl)benzamide